C(=C)C1=C(C(=C(C=C1)C)C)C=C 1,2-divinyl-3,4-xylene